C12N(CC(NC1)CC2)C=2C1=C(N=C(N2)OC([2H])([2H])[C@H]2N(CCC2)C([2H])([2H])[2H])C(=C(N=C1)C1=CC(=CC2=CC=C(C(=C12)C#C)F)O)F 4-(4-(2,5-Diazabicyclo[2.2.2]octan-2-yl)-8-fluoro-2-(((S)-1-(methyl-d3)pyrrolidin-2-yl)methoxy-d2)pyrido[4,3-d]pyrimidin-7-yl)-5-ethynyl-6-fluoronaphthalen-2-ol